NC1=NC=CC=C1C1=NC=2C(=NC(=CC2)N2N=C(C=C2)OC)N1C=1C=C2CC[C@@H](C2=CC1)NC1CCN(CC1)C(C=C)=O 1-(4-{[(1S)-5-[2-(2-aminopyridin-3-yl)-5-(3-methoxypyrazol-1-yl)imidazo[4,5-b]pyridin-3-yl]-2,3-dihydro-1H-inden-1-yl]amino}piperidin-1-yl)prop-2-en-1-one